ClC(CCCC=C)(C)C 6-chloro-6-methyl-1-heptene